FC=1C(=CC(=C(C1)N1C(C=CC2=CC(=CC=C12)S(=O)(=O)N(CC1=CC=C(C=C1)OC)C1=NOC=C1)=O)OC)C1CC(C1)=O (P)-1-(5-fluoro-2-methoxy-4-(3-oxocyclobutyl)phenyl)-N-(isoxazol-3-yl)-N-(4-methoxybenzyl)-2-oxo-1,2-dihydroquinoline-6-sulphonamide